C(#N)C(C(=O)OC1=CC(=CC=C1)OC(C(=C(C1=CC=CC=C1)C1=CC=CC=C1)C#N)=O)=C(C1=CC=CC=C1)C1=CC=CC=C1 1,3-bis[(2-cyano-3,3-diphenylacryloyl)oxy]benzene